17-hydroxyl-21-{[4-O-(β-D-galactopyranosyl)-D-fructofuranosyl]oxy}pregna-1,4-diene-3,11,20-trione O[C@]1(C(COC2(CO)[C@@H](O)[C@H](O[C@H]3[C@H](O)[C@@H](O)[C@@H](O)[C@H](O3)CO)[C@H](O2)CO)=O)CC[C@H]2[C@@H]3CCC4=CC(C=C[C@]4(C)[C@H]3C(C[C@]12C)=O)=O